[2-[[(2R)-2-[[(2R)-2-(tert-butoxycarbonylamino)-3-phenylpropionyl] amino]-4-cyclopropyl-butyryl] amino] hexanoyl] piperidine-4-carboxylate N1CCC(CC1)C(=O)OC(C(CCCC)NC([C@@H](CCC1CC1)NC([C@@H](CC1=CC=CC=C1)NC(=O)OC(C)(C)C)=O)=O)=O